(2'-fluoro-3'-(5-formyl-6-methoxypyridin-2-yl)-2-methyl-[1,1'-biphenyl]-3-yl)-1,3-dimethyl-2,4-dioxo-1,2,3,4-tetrahydropyrimidine-5-carboxamide FC1=C(C=CC=C1C1=NC(=C(C=C1)C=O)OC)C1=C(C(=CC=C1)C1=C(C(N(C(N1C)=O)C)=O)C(=O)N)C